Tri-Lithium citrate C(CC(O)(C(=O)[O-])CC(=O)[O-])(=O)[O-].[Li+].[Li+].[Li+]